C1(=CC=CC=C1)C(NC(C(=C)C)=O)(C1=CC=CC=C1)C1=CC=CC=C1 N-triphenylmethyl-methacrylamide